COC=1C=C(C=C(C1)OC)C(CNC(C)C)NC=1C=C2N=C(C=NC2=CC1)C=1C=NN(C1)C 1-(3,5-dimethoxyphenyl)-N2-isopropyl-N1-(3-(1-methyl-1H-pyrazol-4-yl)quinoxalin-6-yl)ethane-1,2-diamine